(2-(5-Fluoro-1H-pyrazol-4-yl)-7-((R)-2-hydroxypropyl)-7H-pyrrolo[2,3-d]pyrimidin-5-yl)((S)-6-fluorochroman-3-yl)methanone hydrochloride Cl.FC1=C(C=NN1)C=1N=CC2=C(N1)N(C=C2C(=O)[C@@H]2COC1=CC=C(C=C1C2)F)C[C@@H](C)O